(rac)-tert-butyl ((3R,4R)-4-formyltetrahydrofuran-3-yl)carbamate C(=O)[C@@H]1[C@H](COC1)NC(OC(C)(C)C)=O |r|